C(C)(C)(C)OC(C1=C(C(=C(C(=C1)NC(=O)OC(C)(C)C)F)F)C)=O 5-((tert-Butoxycarbonyl)amino)-3,4-difluoro-2-methylbenzoic acid tert-butyl ester